(R)-1-((2-(2-methoxy-7-methylquinoxalin-5-yl)-7-methylthiazolo[5,4-b]pyridin-5-yl)oxy)propan-2-ol tert-butyl-5-hydroxy-2,2-dimethylpiperidine-1-carboxylate C(C)(C)(C)C1C(N(CC(C1)O)C(=O)O[C@@H](COC1=CC(=C2C(=N1)SC(=N2)C2=C1N=CC(=NC1=CC(=C2)C)OC)C)C)(C)C